C(CCC)OCC(C)OCC(C)N 1-((1-Butoxypropan-2-yl)oxy)-propan-2-amin